guanyl-sodium acetate C(C)(=O)O.C(N)(=N)[Na]